CC(C)(C)OC(=O)NCCO Boc-ethanolamine